2-((5-bromo-2-fluoropyridin-3-yl)oxy)-1-(6-cyclopropylpyridin-3-yl)ethan-1-one benzyl-((5-(hydroxymethyl)pyridin-3-yl)methyl)carbamate C(C1=CC=CC=C1)N(C(O)=O)CC=1C=NC=C(C1)CO.BrC=1C=C(C(=NC1)F)OCC(=O)C=1C=NC(=CC1)C1CC1